1-Nonyl-2-Methylpyrrolidinium fluorid [F-].C(CCCCCCCC)[NH+]1C(CCC1)C